C1=CC=CC=2C3=CC=CC=C3N(C12)C1=C(C#N)C(=C(C(=C1N1C2=C(C3=CC=CC=C13)C=CN=C2)N2C1=C(C3=CC=CC=C23)C=CN=C1)N1C2=CC=CC=C2C=2C=CC=CC12)C=1C(=NC(=CC1)C1=CC=CC=C1)C1=CC=CC=C1 2,5-di(9H-carbazol-9-yl)-6-(2,6-diphenylpyridin-3-yl)-3,4-bis(9H-pyrido[3,4-b]indol-9-yl)benzonitrile